((6-fluoro-3,4-dimethylquinolin-7-yl)ethynyl)-5-(methylamino)-1H-pyrazole-4-carboxamide FC=1C=C2C(=C(C=NC2=CC1C#CN1N=CC(=C1NC)C(=O)N)C)C